NC=1C=C(CN(C(OC(C)(C)C)=O)[C@@H]2[C@H](CCC2)O)C=C(C1O)C(F)(F)F tert-Butyl (3-amino-4-hydroxy-5-(trifluoromethyl)benzyl)((1S,2S)-2-hydroxycyclopentyl)carbamate